C[C@@H]1CN(C[C@@H](N1CC1=NC=C(C=C1)N1CCN(CC1)C(=O)C1NCCC1)C)C1=C2C=CC=NC2=C(C=C1)C#N 5-[(3R,5S)-3,5-Dimethyl-4-[[5-[4-(pyrrolidine-2-carbonyl)piperazin-1-yl]-2-pyridyl]methyl]piperazin-1-yl]quinoline-8-carbonitrile